NC1=NC=C(C2=C1C(=C(N2C)C2=C(C=C(C=C2)NC(C(=C)C)=O)F)C2=CC(=C(C=C2)OC2=NC=C(C(=N2)C)F)F)C#N N-(4-(4-amino-7-cyano-3-(3-fluoro-4-((5-fluoro-4-methylpyrimidin-2-yl)oxy)phenyl)-1-methyl-1H-pyrrolo[3,2-c]pyridin-2-yl)-3-fluorophenyl)methacrylamide